ClC1=CC=C(C(=O)NC2=CC=C(C=C2)C2CCNCC2)C=C1 4-Chloro-N-(4-piperidin-4-yl-phenyl)-benzamid